C(C)N1[C@H](CC(CC1)NC(=O)C=1N=C(SC1)C=1C=NN(C1)C1=CC=CC=C1)C N-[(2S)-1-ethyl-2-methylpiperidin-4-yl]-2-(1-phenyl-1H-pyrazol-4-yl)-1,3-thiazole-4-carboxamide